N-methyl-N-tert-butyl-1-methyl-2-(4-methylpiperazin-1-yl)ethylamine CN(C(C)(C)C)C(CN1CCN(CC1)C)C